ClC(OC1=CC=C(C=C1)NC1=C(C(=O)NNC(CCN(C(OC(C)(C)C)=O)C)=O)C=CC=N1)(F)F Tert-butyl (3-(2-(2-((4-(chlorodifluoromethoxy)phenyl)amino)nicotinoyl)hydrazino)-3-oxopropyl)(methyl)carbamate